3-(N'-Hydroxycarbamimidoyl)-2-methyl-4-methylthiobenzoic acid ON=C(N)C=1C(=C(C(=S)O)C=CC1C)C